(1E)-3-OXO-3-[(2-PHENYLETHYL)AMINO]PROP-1-EN O=C(C=C)NCCC1=CC=CC=C1